C(C)(C)C1=C(C=CC=C1)OP(OC1=C(C=CC=C1)C(C)C)OC1=C(C=CC=C1)C(C)C.[C@@H]1([C@H](O)[C@H](O)[C@@H](CO)O1)N1C(=O)NC(=O)C(=C1)OCC(=O)O uridine-5-Oxyacetic acid tri(isopropylphenyl)phosphite